[(4-methoxyphenyl)methyl]-[1,2,4]triazolo[1,5-a]pyridin-5-amine COC1=CC=C(C=C1)CC1=NN2C(C=CC=C2N)=N1